N-(2-(4-(3-cyano-4-((2-cyanophenyl)thio)pyrazolo[1,5-a]pyridin-6-yl)-1H-pyrazol-1-yl)ethyl)acetamide C(#N)C=1C=NN2C1C(=CC(=C2)C=2C=NN(C2)CCNC(C)=O)SC2=C(C=CC=C2)C#N